C(CCCCC(=O)N)(=O)N 1,6-hexandiamide